N'-(2-chloroacetyl)-4-(dimethylamino)benzoyl-hydrazine ClCC(=O)NNC(C1=CC=C(C=C1)N(C)C)=O